C(#C)C1=CC=C(CCNC([O-])=O)C=C1 (4-ethynyl phenethyl)carbamate